3-Iodo-4,6-dichloro-1H-pyrazolo[3,4-d]pyrimidine IC1=NNC2=NC(=NC(=C21)Cl)Cl